OCCOC1=C(C=C(C=O)C=C1)OC 4-(2-Hydroxyethoxy)-3-methoxybenzaldehyd